6-(4-(hydroxymethyl)-1H-pyrazol-1-yl)-4-methylpyridine-3-carbonitrile OCC=1C=NN(C1)C1=CC(=C(C=N1)C#N)C